N-(4-(6-amino-9-(1'-(azetidin-3-yl)-[1,4'-bipiperidin]-4-yl)-8-oxo-8,9-dihydro-7H-purin-7-yl)benzyl)-4-fluoro-2-methoxybenzamide NC1=C2N(C(N(C2=NC=N1)C1CCN(CC1)C1CCN(CC1)C1CNC1)=O)C1=CC=C(CNC(C2=C(C=C(C=C2)F)OC)=O)C=C1